Cl[C@@H](C(=O)OCC)C1=CC=CC=C1 (R,S)-ethyl chlorophenylacetate